6-(1-(bicyclo[1.1.1]pentan-1-yl)-4-(4-fluorophenyl)-1H-imidazol-5-yl)imidazo[1,2-b]pyridazine-3-carbonitrile C12(CC(C1)C2)N2C=NC(=C2C=2C=CC=1N(N2)C(=CN1)C#N)C1=CC=C(C=C1)F